C(CCCCC)OCCCCCOCCCN1CNC2=C1C=NC=1C=CC=CC21 3-[(5-(Hexyloxy)pentoxy)propyl]1H-imidazo[4,5-c]quinoline